9-([1,1'-biphenyl]-4-yloxy)nonylacrylic acid C1(=CC=C(C=C1)OCCCCCCCCCC(C(=O)O)=C)C1=CC=CC=C1